COC1=C(C=C(C=C1)OC1=CC(=CC=C1)OC(F)(F)F)[N+](=O)[O-] methoxy-2-nitro-4-(3-(trifluoromethoxy)phenoxy)benzene